N-(3-((2,6-Dimethylmorpholino)methyl)phenyl)-3'-methoxy-[1,1'-biphenyl]-4-amin CC1OC(CN(C1)CC=1C=C(C=CC1)NC1=CC=C(C=C1)C1=CC(=CC=C1)OC)C